ONC(\C=C\C1=C(C=CC=C1)C(=O)N1CCN(CC1)C1=CC=NC=C1)=O (E)-N-hydroxy-3-(2-(4-(pyridin-4-yl)piperazine-1-carbonyl)phenyl)acrylamide